methyl 5-chloro-1-[(trifluoromethyl)sulfanyl]indolizine-2-carboxylate ClC=1N2C=C(C(=C2C=CC1)SC(F)(F)F)C(=O)OC